2-methyl-N-{1-[2-([1,2,4]triazolo[1,5-a]pyridin-6-yl)quinolin-4-yl]ethyl}benzamide CC1=C(C(=O)NC(C)C2=CC(=NC3=CC=CC=C23)C=2C=CC=3N(C2)N=CN3)C=CC=C1